FC(COC1=CC=C(C=C1)/C=C/C(=O)OC)(F)F Methyl (E)-3-(4-(2,2,2-trifluoroethoxy)phenyl)acrylate